OC1=C(C(=O)NCCCCCCCC(=O)O)C=C(C=C1)Cl 8-[N-(2-hydroxy-5-chlorobenzoyl)amino]octanoic acid